tert-butyl 2-(2-(2-bromophenyl)-4-methyl-3-oxopiperazin-1-yl)-7-azaspiro[3.5]nonane-7-carboxylate BrC1=C(C=CC=C1)C1N(CCN(C1=O)C)C1CC2(C1)CCN(CC2)C(=O)OC(C)(C)C